O1CCN(CC1)[C@H]1CN(CC1)C1=CC=C(C=C1)CC(=O)O |o1:6| 2-[4-((3R or S)-3-morpholinopyrrolidin-1-yl)phenyl]acetic acid